tert-butyl 2-((3-amino-2-oxopyridin-1(2H)-yl)methyl)-4-(2,4-difluorophenoxy)-1H-benzo[d]imidazole-1-carboxylate NC=1C(N(C=CC1)CC1=NC2=C(N1C(=O)OC(C)(C)C)C=CC=C2OC2=C(C=C(C=C2)F)F)=O